ClC=1C=C(C=CC1)NC1(CC1)C(=O)N1[C@H]2CC([C@@H]([C@@H]1C(=O)N[C@@H](C[C@H]1C(NCCC1)=O)C#N)CC2)(F)F (1R,3R,4R)-2-(1-((3-chlorophenyl)amino)cyclopropane-1-carbonyl)-N-((S)-1-cyano-2-((S)-2-oxopiperidin-3-yl)ethyl)-5,5-difluoro-2-azabicyclo[2.2.2]octane-3-carboxamide